C(C1=CC=CC=C1)N1C=CC2=C(C=CC(=C12)F)NC1=CC(=C(C=C1)F)Cl N-benzyl-4-((3-chloro-4-fluorophenyl)amino)-7-fluoro-1H-indole